(3-bicyclo[1.1.1]pentyl)-3-(2-chloroethyl)urea C12CC(C1)(C2)NC(=O)NCCCl